N1C(=NC2=C1C=CC=C2)[C@H](CO)NC(=O)C2=C(OC1=C2C=C(C=C1)OCC1=CN=C(S1)C)C (R)-N-(1-(1H-benzo[d]imidazol-2-yl)-2-hydroxyethyl)-2-methyl-5-((2-methylthiazol-5-yl)methoxy)benzofuran-3-carboxamide